COC(CCCCCCCCCCCCC)=O Methylmyristat